BrC=1C=NC(=NC1)N1N=CN=C1[C@H](C)NC(OCCCC)=O butyl N-[(1S)-1-[2-(5-bromopyrimidin-2-yl)-1,2,4-triazol-3-yl]ethyl]carbamate